NC(C(=O)NCCCC[C@H](N)C(=O)O)C#C N6-(2-aminobut-3-ynoyl)lysine